C(C)(C)(C)N(C([O-])=O)CCCNC(C1=CC=C(C=C1)Br)=O.CSC=1OC2=C([N+]1C1=CC=C(C=C1)SC1=CC=CC=C1)C=CC=C2 2-methylthio-3-(4-phenylthiophenyl)benzoxazolium tert-Butyl-(3-(4-bromobenzamido)propyl)carbamate